O1CCNC2=C1C(=CC=C2)C2CCN(CC2)C(=O)OC(C)(C)C t-butyl 4-(3,4-dihydro-2H-1,4-benzoxazin-8-yl)piperidine-1-carboxylate